BrC1C=2N([C@H](COC1)C)C1=C(N2)C=CC(=C1)C(=O)OC Methyl (1S)-5-bromo-1-methyl-1,2,4,5-tetrahydrobenzo[4,5]imidazo[1,2-d][1,4]oxazepin-9-carboxylate